CCC(O)Cl CHLOROPROPANOL